2,6-anhydro-3-O-benzyl-4-[(benzyloxy)methyl]-5-deoxy-α-L-lyxo-hexofuranose C(C1=CC=CC=C1)O[C@H]1[C@@H]2[C@H](O)O[C@]1(CCO2)COCC2=CC=CC=C2